ethyl 2-(4-bromo-2-((7-(3-((tert-butoxycarbonylamino)methyl)phenyl)-4-fluorobenzofuran-5-yl)methoxy)phenyl)acetate BrC1=CC(=C(C=C1)CC(=O)OCC)OCC=1C=C(C2=C(C=CO2)C1F)C1=CC(=CC=C1)CNC(=O)OC(C)(C)C